6-[1-(2-Chloro-6-fluoro-phenyl)-piperidin-4-yl]-2-cyclopropyl-7-methyl-4-(2-trifluoromethyl-benzyl)-2,4,6,7-tetrahydro-pyrazolo[4,3-d]pyrimidin-5-one ClC1=C(C(=CC=C1)F)N1CCC(CC1)N1C(N(C=2C(C1C)=NN(C2)C2CC2)CC2=C(C=CC=C2)C(F)(F)F)=O